2-(4-amino-4-(2-fluorophenyl)piperidin-1-yl)-5-(3,4-dichloro-2-methyl-2H-indazol-5-yl)-7H-pyrrolo[2,3-d]pyrimidine-4-carboxamide NC1(CCN(CC1)C=1N=C(C2=C(N1)NC=C2C2=C(C1=C(N(N=C1C=C2)C)Cl)Cl)C(=O)N)C2=C(C=CC=C2)F